(3-vinyl-benzyl)trimethylammonium ethyl-4-(4-chlorophenyl)-2-(cyclobut-1-en-1-yl)imidazo[1,2-a][1,8]naphthyridine-8-carboxylate C(C)OC(=O)C=1N=C2N(C=3N=C(C=C(C3C=C2)C2=CC=C(C=C2)Cl)C2=CCC2)C1.C(=C)C=1C=C(C[N+](C)(C)C)C=CC1